CC1=C(C(=CC(=C1)N1CCO[C@@](CC1)(C1=CC=CC=C1)C)C)NC(CC(C)(C)C)=O (S)-N-(2,6-dimethyl-4-(7-methyl-7-phenyl-1,4-oxazepan-4-yl)phenyl)-3,3-dimethylbutanamide